COC=1C=C2C(=CC(=NC2=CC1)C(F)(F)F)NCCCN(C)C N1-(6-methoxy-2-(trifluoromethyl)quinolin-4-yl)-N3,N3-dimethylpropane-1,3-diamine